3-bromo-1H-indazole-4-carbonitrile BrC1=NNC=2C=CC=C(C12)C#N